C1(CC1)C1=NN(C=N1)C1CC2(CN(C2)C(=O)N2CC(C2)C2=NC=C(C=C2)NCC2(CC2)C(F)(F)F)C1 [6-(3-cyclopropyl-1,2,4-triazol-1-yl)-2-azaspiro[3.3]heptan-2-yl]-[3-[5-[[1-(trifluoromethyl)cyclopropyl]methylamino]-2-pyridyl]azetidin-1-yl]methanone